tributyl-(5-cyclopropylthiophene-2-yl)stannane C(CCC)[Sn](C=1SC(=CC1)C1CC1)(CCCC)CCCC